ClC=1C=CC=2C3=C(C=CC2C1)C=CC1=C3N=C(O1)CC 9-chloro-2-ethylphenanthro[4,3-d]oxazole